N-[(4-{[(3R)-1-(2-fluoroethyl)pyrrolidin-3-yl]amino}-3-nitrophenyl)sulfonyl]-2-(1H-pyrrolo[2,3-b]pyridin-5-yloxy)benzamide FCCN1C[C@@H](CC1)NC1=C(C=C(C=C1)S(=O)(=O)NC(C1=C(C=CC=C1)OC=1C=C2C(=NC1)NC=C2)=O)[N+](=O)[O-]